2-phenyl-2-(3-pyridyl)propan-1-amine C1(=CC=CC=C1)C(CN)(C)C=1C=NC=CC1